Ethyl 2-[[4-[6-[(5-bromo-3-fluoro-2-pyridyl)methoxy]-2-pyridyl]-2,5-difluoro-phenyl]methyl]-7-fluoro-3-[[(2S)-oxetan-2-yl]methyl]benzimidazole-5-carboxylate BrC=1C=C(C(=NC1)COC1=CC=CC(=N1)C1=CC(=C(C=C1F)CC=1N(C2=C(N1)C(=CC(=C2)C(=O)OCC)F)C[C@H]2OCC2)F)F